COC(C1CCN(CC1)C1=C2CCNC2=CC=C1)OC 4-(4-(dimethoxymethyl)piperidin-1-yl)indoline